C(C1=CC=CC=C1)N(CC(COCCN1CCN(CC1)C(=O)OC(C)(C)C)F)CC1=CC=CC=C1 Tert-butyl 4-[2-[3-(dibenzylamino)-2-fluoro-propoxy]ethyl]piperazine-1-carboxylate